1-fluoro-N-(5-(1-methoxycyclopropane-1-carbonyl)-6-((2,3',5'-trifluoro-[1,1'-biphenyl]-3-yl)methyl)-5-azaspiro[2.4]heptan-7-yl)methanesulfonamide FCS(=O)(=O)NC1C(N(CC12CC2)C(=O)C2(CC2)OC)CC=2C(=C(C=CC2)C2=CC(=CC(=C2)F)F)F